3-(2-(t-Butoxycarbonylamino)-ethyl)-1H-indole C(C)(C)(C)OC(=O)NCCC1=CNC2=CC=CC=C12